ClC1=CC=C(C=C1)C1CCNCC1 4-(4-chloro-phenyl)piperidine